O1-benzyl O4-tert-butyl (2R)-2-(hydroxymethyl)piperazine-1,4-dicarboxylate OC[C@@H]1N(CCN(C1)C(=O)OC(C)(C)C)C(=O)OCC1=CC=CC=C1